methylimidazoleacetic acid-13C5 C[13C]=1N=[13C](N[13CH]1)[13CH2][13C](=O)O